magnesium perchlorate Cl(=O)(=O)(=O)[O-].[Mg+2].Cl(=O)(=O)(=O)[O-]